2-(1H-imidazol-1-yl)-6-methyl-N-(3-phenylpropyl)thieno[2,3-d]pyrimidin-4-amine N1(C=NC=C1)C=1N=C(C2=C(N1)SC(=C2)C)NCCCC2=CC=CC=C2